(4-((2R,3S,4S,5R)-3-(3,4-difluoro-2-methoxyphenyl)-4,5-dimethyl-5-(trifluoromethyl)tetrahydrofuran-2-Carboxamido)pyridin-2-yl)(methyl)phosphonite FC=1C(=C(C=CC1F)[C@H]1[C@@H](O[C@]([C@H]1C)(C(F)(F)F)C)C(=O)NC1=CC(=NC=C1)OP([O-])C)OC